C(C)(C)(C)OC(NCCOC1=CC=CC=2N=C(SC21)Cl)=O 2-(2-chlorobenzo[d]thiazol-7-yloxy)ethylcarbamic acid tert-butyl ester